2-[1,3-dimethyl-2-[(2-sulfoethyl)-sulfanyl]guanidino]-acetic acid CN(C(=NSCCS(=O)(=O)O)NC)CC(=O)O